2-(3,4-dimethoxyphenyl)-4-methyl-6-(piperidin-4-yl)-1H-benzo[d]imidazole bis(2,2,2-trifluoroacetate) FC(C(=O)O)(F)F.FC(C(=O)O)(F)F.COC=1C=C(C=CC1OC)C1=NC2=C(N1)C=C(C=C2C)C2CCNCC2